NN1C(N(C(C=C1C(F)(F)F)=O)C=1C(=CC(=C(OC=2C(=NC=CC2)OCC(=O)OCC)C1)[N+](=O)[O-])F)=O ethyl [(3-{5-[3-amino-2,6-dioxo-4-(trifluoromethyl)-3,6-dihydropyrimidin-1(2H)-yl]-4-fluoro-2-nitrophenoxy}pyridin-2-yl)oxy]acetate